ethyl 6-methoxy-5-nitro-1-benzothiophene-2-carboxylate COC1=CC2=C(C=C(S2)C(=O)OCC)C=C1[N+](=O)[O-]